S(C)(=O)(=O)O.C(C)(C)(C)C=1NC(=C(N1)C1=CC=C2C(=N1)N(C(=N2)N)CC(C)(C)C)C2=C(C=C(C=C2)F)F 5-[2-tert-butyl-5-(2,4-difluoro-phenyl)-1H-imidazol-4-yl]-3-(2,2-dimethyl-propyl)-3H-imidazo[4,5-b]pyridin-2-ylamine mesylate